ClC1=C(C(=CC=C1)Cl)C1=CC2=C(N=CN=C2)N(C1=O)C 6-(2,6-dichlorophenyl)-8-methylpyrido[2,3-d]pyrimidin-7(8H)-one